C(C)N1CCN(CC1)C1=CC=C(C=2OCCOC21)C 5-(4-ethylpiperazin-1-yl)-8-methyl-2,3-dihydro-1,4-benzodioxine